C1(CCCC1)OC1=CC=CC(=N1)C1=CC(=C(C(=C1)F)CCCCC(=O)O)F 5-[4-(6-cyclopentyloxy-2-pyridyl)-2,6-difluoro-phenyl]pentanoic acid